FC=1C=C(CN(C2=CC=C(C#N)C=C2)CCC2CNCCO2)C=CC1OC 4-((3-fluoro-4-methoxybenzyl)(2-(morpholin-2-yl)ethyl)amino)benzonitrile